C(CCC)N(CCCNC(=O)C1=CC2=C(N3C(S2)=NC(=C3)C3=CC=C(C=C3)OC)C=C1)CCCC N-[3-(dibutylamino)propyl]-2-(4-methoxyphenyl)imidazo[2,1-b][1,3]benzothiazole-7-carboxamide